N-(6-(5-(difluoromethyl)-6-fluoro-7-(isopropylamino)-1H-indazol-4-yl)imidazo[1,2-a]pyrazin-2-yl)propionamide FC(C=1C(=C2C=NNC2=C(C1F)NC(C)C)C=1N=CC=2N(C1)C=C(N2)NC(CC)=O)F